(2R,3R,4S)-4-methoxyflavan-3,4-diol CO[C@@]1([C@@H]([C@H](OC2=CC=CC=C12)C1=CC=CC=C1)O)O